2-(5-Methoxy-1H-indol-3-yl)-N,N-di(methyl-13C)acetamide COC=1C=C2C(=CNC2=CC1)CC(=O)N([13CH3])[13CH3]